FC1=C(C=CC(=N1)C=1N=NN(C1NC(O[C@H](C)C=1C(=NC=CC1)Cl)=O)C)NS(=O)(=O)C (R)-1-(2-chloropyridin-3-yl)ethyl (4-(6-fluoro-5-(methylsulfonamido)pyridin-2-yl)-1-methyl-1H-1,2,3-triazol-5-yl)carbamate